(3S,4R)-4-((tert-butyldimethylsilyl)oxy)-4-(3,5-dimethoxy-4-methylphenyl)-3-isobutoxybutanoic acid [Si](C)(C)(C(C)(C)C)O[C@@H]([C@H](CC(=O)O)OCC(C)C)C1=CC(=C(C(=C1)OC)C)OC